ethyl 1-(2-methoxyethyl)-1H-pyrazole-5-carboxylate COCCN1N=CC=C1C(=O)OCC